FC(CNC(=S)NC(C(C1=NC=CC(=C1)C(F)(F)F)C=1C(=NC=CC1)C)=O)F N-((2,2-difluoroethyl)aminothiocarbonyl)-2-(2-methylpyridin-3-yl)-2-(4-(trifluoromethyl)pyridin-2-yl)acetamide